[Cu+2].C(C)C(C(=O)[O-])CCCC.C(C)C(C(=O)[O-])CCCC 2-ethylhexanoate copper salt